4-cyano-N-[2-(4,4-dimethylcyclohexen-1-yl)-6-[1-ethyl-2,2,6,6-tetrakis(trideuteriomethyl)-4-piperidyl]-3-pyridyl]-1-(2-trimethylsilylethoxymethyl)imidazole-2-carboxamide C(#N)C=1N=C(N(C1)COCC[Si](C)(C)C)C(=O)NC=1C(=NC(=CC1)C1CC(N(C(C1)(C([2H])([2H])[2H])C([2H])([2H])[2H])CC)(C([2H])([2H])[2H])C([2H])([2H])[2H])C1=CCC(CC1)(C)C